tert-butyl (6S,7S)-7-((3-(2,6-dioxopiperidin-3-yl)-1-methyl-1H-indazol-7-yl)amino)-6-methyl-2-azaspiro[3.5]nonane-2-carboxylate O=C1NC(CCC1C1=NN(C2=C(C=CC=C12)N[C@@H]1[C@H](CC2(CN(C2)C(=O)OC(C)(C)C)CC1)C)C)=O